ClC1=CC=C(C=C1)C1=NN(C[C@@H]1C1=CC=CC=C1)C1=NNC(N1[C@H](C(=O)N)C)=O (2S)-2-[3-[(4S)-3-(4-chlorophenyl)-4-phenyl-4,5-dihydropyrazol-1-yl]-5-oxo-1H-1,2,4-triazol-4-yl]propanamide